FC(CNC1=C(C#N)C=C(C=C1)C=1OC(=NN1)C1=CC=NC=C1)F 2-((2,2-difluoroethyl)amino)-5-(5-(pyridin-4-yl)-1,3,4-oxadiazol-2-yl)benzonitrile